2,5-bis(4-pyridyl)thiazolothiazole N1=CC=C(C=C1)C=1SC2=C(N1)N=C(S2)C2=CC=NC=C2